(R)-Ethyl 2-((2S,3R,6S)-2,3-bis(4-chlorophenyl)-6-(2-cyano-4-fluorobenzyl)-5-oxomorpholino)pentanoate ClC1=CC=C(C=C1)[C@@H]1O[C@H](C(N([C@@H]1C1=CC=C(C=C1)Cl)[C@@H](C(=O)OCC)CCC)=O)CC1=C(C=C(C=C1)F)C#N